tert-butyl (3S,4R)-3-acetoxy-4-fluoropyrrolidine-1-carboxylate C(C)(=O)O[C@H]1CN(C[C@H]1F)C(=O)OC(C)(C)C